N-(3,4-dimethylphenyl)maleimide CC=1C=C(C=CC1C)N1C(C=CC1=O)=O